bis(pentamethyl-cyclopentadienyl)iridium (III) CC1=C(C(=C(C1(C)[Ir+]C1(C(=C(C(=C1C)C)C)C)C)C)C)C